3-(2-hydroxyethyl)piperazine-1-carboxylic acid tert-butyl ester C(C)(C)(C)OC(=O)N1CC(NCC1)CCO